5-amino-8-(2,6-dimethyl-4-pyridyl)-2-(oxazol-2-ylmethyl)-7-phenyl-[1,2,4]triazolo[4,3-c]pyrimidin-3-one NC1=NC(=C(C=2N1C(N(N2)CC=2OC=CN2)=O)C2=CC(=NC(=C2)C)C)C2=CC=CC=C2